2-amino-N-ethyl-5-fluoro-N-isopropylbenzamide NC1=C(C(=O)N(C(C)C)CC)C=C(C=C1)F